5-({2-[3-(trifluoromethyl)phenyl]ethyl}sulfonylamino)-1,3-thiazole-4-carboxylic acid FC(C=1C=C(C=CC1)CCS(=O)(=O)NC1=C(N=CS1)C(=O)O)(F)F